2-chloro-N-(5-chloro-6-(2-(trifluoromethyl)-5,6-dihydro-[1,2,4]triazolo[1,5-a]pyrazin-7(8H)-yl)pyridin-3-yl)-4-(3-ethynylpyridin-4-yl)-5-fluorobenzamide ClC1=C(C(=O)NC=2C=NC(=C(C2)Cl)N2CC=3N(CC2)N=C(N3)C(F)(F)F)C=C(C(=C1)C1=C(C=NC=C1)C#C)F